N-cyclopropyl-2-(difluoromethoxy)-4-[7-[3-(6,8-dihydro-5H-imidazo[1,2-a]pyrazin-7-yl)propoxy]imidazo[1,2-a]pyridin-3-yl]-6-methoxy-benzamide C1(CC1)NC(C1=C(C=C(C=C1OC)C1=CN=C2N1C=CC(=C2)OCCCN2CC=1N(CC2)C=CN1)OC(F)F)=O